2-(4-bromophenyl-2,3,5,6-d4)naphthalene BrC1=C(C(=C(C(=C1[2H])[2H])C1=CC2=CC=CC=C2C=C1)[2H])[2H]